methylbicyclo[3.1.0]hexane-6-carboxamide CC12CCCC2C1C(=O)N